ClC1=C2C(=NC=C1)N(N=C2)COCC[Si](C)(C)C 4-chloro-1-{[2-(trimethylsilyl)ethoxy]Methyl}-1H-pyrazolo[3,4-b]Pyridine